C(C)(=O)OC(C(=O)OCC1C(C1C=C(C)C)(C)C)C(C)C 2,2-Dimethyl-3-(2-methylprop-1-enyl)-cyclopropyl-methyl 2-acetoxy-3-methylbutanoate